FC1=C(N)C=CC(=C1)OC1=NN(C=C1)C=1C=NC(=CC1)C 2-fluoro-4-((1-(6-methylpyridin-3-yl)-1H-pyrazol-3-yl)oxy)aniline